BrC1=CC=C2C(=CC(=NC2=C1)NN1C(C(=C(C1=O)C)C)=O)CN1CCN(CC1)C(=O)C1=CC=CC=C1 (7-bromo-4-{[4-(phenylcarbonyl)piperazinyl]methyl}(2-quinolyl)amino)-3,4-dimethylazoline-2,5-dione